4-methyl-N-(pyridin-3-ylmethyl)benzamide CC1=CC=C(C(=O)NCC=2C=NC=CC2)C=C1